BrC=1C=2N(C=C(C1)OCC(C)(C)O)N=CC2C#N 4-Bromo-6-(2-hydroxy-2-methylpropoxy)pyrazolo[1,5-a]pyridine-3-carbonitrile